stearyl stearate (STEARYL STEARATE) C(CCCCCCCCCCCCCCCCC)C(C(=O)O)CCCCCCCCCCCCCCCC.C(CCCCCCCCCCCCCCCCC)(=O)OCCCCCCCCCCCCCCCCCC